FC1=C(C=CC(=C1)C(=O)OC)B(O)O 2-FLUORO-4-METHOXYCARBONYLPHENYLBORONIC ACID